14-hydroxytetradecyl palmitoleate C(CCCCCCC\C=C/CCCCCC)(=O)OCCCCCCCCCCCCCCO